3-methyl-N-[(1s,4s)-4-{[2-(trifluoromethyl)imidazo[1,2-a]pyridin-5-yl]amino}cyclohexyl]-2H-pyrazolo[4,3-b]pyridine-7-carboxamide CC=1NN=C2C1N=CC=C2C(=O)NC2CCC(CC2)NC2=CC=CC=1N2C=C(N1)C(F)(F)F